ClC=1C=C(CNC2=NC(=NC3=CC=C(C=C23)C=2C(=NOC2C)C)C(=O)O)C=CC1 ((3-chlorobenzyl)amino)-6-(3,5-dimethylisoxazol-4-yl)quinazoline-2-carboxylic acid